Octadecyl-SILANE C(CCCCCCCCCCCCCCCCC)[SiH3]